3-(2-phenylpyrazolo[1,5-a]pyridin-3-yl)urea C1(=CC=CC=C1)C1=NN2C(C=CC=C2)=C1NC(N)=O